C(C)(=O)N1CC2=C(CC1)N(N=C2N2CCN(C1=CC=CC=C21)C(=O)OC(C)(C)C)C2CCOCC2 tert-butyl 4-[5-acetyl-1-(oxan-4-yl)-4H,6H,7H-pyrazolo[4,3-c]pyridin-3-yl]-2,3-dihydroquinoxaline-1-carboxylate